C(C)C1=NN2C(=NN=C(C2=C1)C1=C(C=C(C=C1)C(F)(F)F)OC(F)(F)F)SC 2-ethyl-7-(methylthio)-4-(2-(trifluoromethoxy)-4-(trifluoromethyl)phenyl)pyrazolo[1,5-d][1,2,4]triazine